methyl 2-(1-(3-bromo-4-fluorophenyl)-1H-pyrazol-4-yl)acetate BrC=1C=C(C=CC1F)N1N=CC(=C1)CC(=O)OC